ClC1=C(C(=C2C3CCC(C2=C1)CC3)C=O)OC 5-Chloro-4-methoxytricyclo[6.2.2.02,7]dodeca-2,4,6-triene-3-carbaldehyde